C1(CC1)CC(N1N=C(C(=C1)[N+](=O)[O-])F)C1=NN=NN1CC1CC1 5-[2-cyclopropyl-1-(3-fluoro-4-nitro-pyrazol-1-yl)ethyl]-1-(cyclopropylmethyl)tetrazole